C(=O)(O)C(O)C(O)C(=O)O.C(CC)(O)(O)O propanetriol tartrate